(1R,4R)-4-((6-fluoro-5-(1-(2-fluoroethyl)-1H-benzo[d][1,2,3]triazol-6-yl)-4-methoxypyrrolo[2,1-f][1,2,4]triazin-2-yl-7-d)amino)-1-methylcyclohexan-1-ol FC=1C(=C2C(=NC(=NN2C1[2H])NC1CCC(CC1)(O)C)OC)C=1C=CC2=C(N(N=N2)CCF)C1